FC1=C(C(=O)O)C=C(C(=C1)F)C=C 2,4-difluoro-5-vinylbenzoic acid